C(CCCCCCCCCCC\C=C/CCCC)=O (Z)-13-octadecenaldehyde